6-(3-Methoxyphenyl)indazolo[3,2-a]isoquinoline COC=1C=C(C=CC1)C=1N2C(C=3C=CC=CC3C1)=C1C=CC=CC1=N2